N1(N=NC2=C1C=CC=C2)O 1H-benzo[d][1,2,3]Triazole-1-ol